1-heptyl-1-propylpiperidinium cyanide [C-]#N.C(CCCCCC)[N+]1(CCCCC1)CCC